2-[(2-hydroxyethyl)amino]acetamide OCCNCC(=O)N